(S)-1-(3-fluoro-4-methoxyphenyl)ethan-1-amine hydrochloride Cl.FC=1C=C(C=CC1OC)[C@H](C)N